2-Amino-4-bromo-3-fluorobenzonitrile NC1=C(C#N)C=CC(=C1F)Br